NCCCNC(C1=C(C=C(C=C1)NC=1C=2N(C=CN1)C(=CN2)C2=C(C=C(C=C2)Cl)F)CC)=O N-(3-aminopropyl)-4-[[3-(4-chloro-2-fluorophenyl)imidazo[1,2-a]pyrazin-8-yl]amino]-2-ethylbenzamide